CC1(C2=CC=CC=C2C=2C1=CC=1NC3=CC=CC=C3C1C2)C 7,7-Dimethyl-5H-indeno[2,1-b]carbazole